The molecule is a member of mugineic acids. It derives from a mugineic acid. It is a conjugate acid of a 3-epi-3-hydroxy-2'-deoxymugineate. C1[C@@H]([C@H](N1CC[C@@H](C(=O)O)NCC[C@@H](C(=O)O)O)C(=O)O)O